(S)-(-)-1-(3-methoxyphenyl)ethylamine C[C@@H](C1=CC(=CC=C1)OC)N